N1C(=NC=C1)[C@@]1(CN(CC1)C(C)(C)C1=NC=CC=C1)CCC1=CC=C(C#N)C=C1 (S)-4-(2-(3-(1H-imidazol-2-yl)-1-(2-(pyridin-2-yl)propan-2-yl)pyrrolidin-3-yl)ethyl)benzonitrile